FC=1C=C(C=CC1F)C[C@@H](C(=O)O)N(C)C(=O)OCC1C2=CC=CC=C2C=2C=CC=CC12 (2S)-3-(3,4-difluorophenyl)-2-[9H-fluoren-9-ylmethoxycarbonyl-(Methyl)amino]propanoic acid